(3S)-3-[tert-butoxycarbonyl(methyl)amino]-4-[tert-butyl(dimethyl)silyl]oxy-butanoic acid C(C)(C)(C)OC(=O)N([C@@H](CC(=O)O)CO[Si](C)(C)C(C)(C)C)C